ammonium hydroxypyrimidinate OC1=NC(=NC=C1)C(=O)[O-].[NH4+]